FC(S(=O)(=O)O)(F)F.C(C)#N.C(C)#N.C(C)#N.C(C)#N tetra-acetonitrile trifluoromethanesulfonate